OCC(C)(C)C1OCC2(CO1)COC(OC2)C(CO)(C)C 3,9-bis(2-hydroxy-1,1-dimethylethyl)2,4,8,10-tetraoxaspiro[5.5]undecane